ClC=1C=C(C=CC1F)C=1N=CN(C1C=1C=CC=2N(C1)C=CN2)C 6-(4-(3-chloro-4-fluorophenyl)-1-methyl-1H-imidazol-5-yl)imidazo[1,2-a]pyridine